CN(C(C(C)OCC(CCCC)CC)=O)C N,N-dimethyl-β-2-ethylhexoxypropionamide